tert-butyl (cyclobutylmethyl)((3R)-1-(1-(1-(5-(5-methoxypyridin-3-yl)-1,3,4-thiadiazol-2-yl)ethyl)-2-oxo-1,2-dihydropyridin-4-yl)piperidin-3-yl)carbamate C1(CCC1)CN(C(OC(C)(C)C)=O)[C@H]1CN(CCC1)C1=CC(N(C=C1)C(C)C=1SC(=NN1)C=1C=NC=C(C1)OC)=O